4-(benzo[d][1,3]dioxol-5-yl)-N-(1H-indol-3-yl)piperazine-1-carboxamide O1COC2=C1C=CC(=C2)N2CCN(CC2)C(=O)NC2=CNC1=CC=CC=C21